3-Bromomethylnaphthalene BrCC=1C=CC2=CC=CC=C2C1